(trans)-N-((1S,2R)-2-(4-((2-fluorobenzyl)oxy)phenyl)cyclopropyl)cyclohexane-1,4-diamine FC1=C(COC2=CC=C(C=C2)[C@@H]2[C@H](C2)N[C@@H]2CC[C@H](CC2)N)C=CC=C1